OC1(CC1)C1=NNC(=N1)C1CC2(CN(C2)C(=O)N2CC(C2)C23CC(C2)(C3)OC3=NC=C(N=C3)C(F)(F)F)C1 [6-[3-(1-hydroxycyclopropyl)-1H-1,2,4-triazol-5-yl]-2-azaspiro[3.3]heptan-2-yl]-[3-[3-[5-(trifluoromethyl)pyrazin-2-yl]oxy-1-bicyclo[1.1.1]pentanyl]azetidin-1-yl]methanone